2-cyclopropanecarbonyloxy-3,4-dimethyl-2H-pyrrol-5-one C1(CC1)C(=O)OC1NC(C(=C1C)C)=O